P(OCOC[C@H]1O[C@H](C[C@@H]1O)N1C2=NC(=NC(=C2N=C1)S)N)([O-])=O ((((2R,3S,5R)-5-(2-amino-6-mercapto-9H-purin-9-yl)-3-hydroxytetrahydrofuran-2-yl) methoxy) methyl) phosphonate